(1,4-dimethyl-1H-1,2,3-triazol-5-yl)-3-methyl-10-(phenyl-(tetrahydro-2H-pyran-4-yl)methyl)-1,2,3,10-tetrahydrocyclopenta[g]pyrido[3,2-b]indol-3-ol CN1N=NC(=C1C1CC(C=2C=CC=3C4=C(N(C3C21)C(C2CCOCC2)C2=CC=CC=C2)C=CC=N4)(O)C)C